C1=CC=CC=2C3=CC=CC=C3N(C12)CCOP(O)(O)=O (2-(9H-carbazol-9-yl)ethyl)phosphoric acid